ClC1=NC(=CC(=C1)N1CCN(CC1)C(=O)OC(C)(C)C)NC(CO)(C)C tert-butyl 4-(2-chloro-6-((1-hydroxy-2-methylpropan-2-yl)amino)pyridin-4-yl)piperazine-1-carboxylate